ClC=1C(=C(C(=C(C1Cl)Cl)Cl)S)S 3,4,5,6-tetrachloro-1,2-dimercaptobenzene